heptan-7-amine CCCCCCCN